ClCC(=O)N(CC1CCCCC1)C1CS(=O)(=O)CC1 2-chloro-N-(sulfolane-3-yl)-N-(cyclohexylmethyl)acetamide